C(CCCC)C1CCC(O1)=O dihydro-5-pent-yl-2(3H)-furanone